1-[1-(Cyclopropancarbonyl)-1,2,3,4-tetrahydrochinolin-6-yl]-N-(4-fluorophenyl)cyclobutan-1-carboxamid C1(CC1)C(=O)N1CCCC2=CC(=CC=C12)C1(CCC1)C(=O)NC1=CC=C(C=C1)F